OCC1(CC1)C(CC1C(C(=CC1)C)(C)C)O 1-[1-(hydroxymethyl)cyclopropyl]-2-(2,2,3-trimethylcyclopent-3-en-1-yl)ethanol